N-{2,3-dimethoxy-6H,7H,8H,9H,10H,11H-cycloocta[b]quinolin-12-yl}-1-ethylpiperidin-4-amine COC=1C=C2C(=C3C(=NC2=CC1OC)CCCCCC3)NC3CCN(CC3)CC